N-(3,5-dichloro-4-(2,6-dioxopiperidin-3-yl)benzyl)-2-(6-(2-hydroxypropan-2-yl)pyridazin-3-yl)-2-methylpropanamide ClC=1C=C(CNC(C(C)(C)C=2N=NC(=CC2)C(C)(C)O)=O)C=C(C1C1C(NC(CC1)=O)=O)Cl